C1(CCCC1)C=1C=NC(=NC1)NC(C1=C(C=CC(=C1)[N+](=O)[O-])SC=1N(C(=C(N1)C)C)COCC[Si](C)(C)C)=O N-(5-cyclopentylpyrimidin-2-yl)-2-[(4,5-dimethyl-1-{[2-(trimethylsilyl)ethoxy]methyl}-1H-imidazol-2-yl)sulfanyl]-5-nitrobenzamide